(2R,6R)-N-(4-(furan-2-yl)benzyl)-1-isobutyryl-6-methyl-4-(phenylsulfonyl)piperazine-2-carboxamide O1C(=CC=C1)C1=CC=C(CNC(=O)[C@@H]2N([C@@H](CN(C2)S(=O)(=O)C2=CC=CC=C2)C)C(C(C)C)=O)C=C1